C1CCC(C1)CCC(=O)O The molecule is a monocarboxylic acid that is propionic acid in which one of the methyl hydrogens is substituted by a cyclopentyl group.